CC1=NOC(=C1C1=CC=C2C=3N([C@H](COC31)C3=NC=CC=C3)C(=N2)N2C[C@@H](CC2)NC(=O)C2CCC2)C N-{(3R)-1-[(4S)-7-(3,5-dimethylisoxazol-4-yl)-4-pyridin-2-yl-4,5-dihydroimidazo[1,5,4-de][1,4]benzoxazin-2-yl]pyrrolidin-3-yl}cyclobutanecarboxamide